4-(1,6-diazaspiro[3.3]heptan-6-yl)-7-((2-(trimethylsilyl)ethoxy)methyl)-7H-pyrrolo[2,3-d]pyrimidine N1CCC12CN(C2)C=2C1=C(N=CN2)N(C=C1)COCC[Si](C)(C)C